NC=1C=2N(C3=CC(=C(C=C3N1)F)C(=O)N(C)[C@@H]1COC3=C1C=CC(=C3)C3C(C3)(C)C)C=NC2 4-amino-N-((3S)-6-(2,2-dimethylcyclopropyl)-2,3-dihydrobenzofuran-3-yl)-7-fluoro-N-methylimidazo[1,5-a]quinoxaline-8-carboxamide